3-[4-[3-(3-hydroxypropoxy)prop-1-yn-1-yl]-3-methyl-2-oxo-1,3-benzodiazol-1-yl]piperidine-2,6-dione OCCCOCC#CC1=CC=CC=2N(C(N(C21)C)=O)C2C(NC(CC2)=O)=O